ClC1=CC(=C(C=C1)[C@@]1(OC2=C(O1)C=CC=C2C2CCN(CC2)CC=2N(C(=C(N2)C2=CC=C(C=C2)F)C#CC(=O)O)C[C@H]2OCC2)C)F 3-(2-((4-((S)-2-(4-chloro-2-fluorophenyl)-2-methylbenzo[d][1,3]dioxol-4-yl)piperidin-1-yl)methyl)-4-(4-fluorophenyl)-1-(((S)-oxetan-2-yl)methyl)-1H-imidazol-5-yl)propiolic acid